2-(4-phenylbut-3-en-2-yl)-1,2,3,4-tetrahydroquinoline C1(=CC=CC=C1)C=CC(C)C1NC2=CC=CC=C2CC1